ClC=1C=CC(=C(C1)NC(CC1=CC=C(C=C1)F)=O)OCCOC N-(5-chloro-2-(2-methoxyethoxy)phenyl)-2-(4-fluorophenyl)acetamide